6-methylpyrazin-2-amine CC1=CN=CC(=N1)N